N1(CCC1)C1CNCCC1 3-(azetidin-1-yl)piperidine